7-Methyl-6-(phenylsulfonyl)-6-azaspiro[3.4]octane CC1N(CC2(CCC2)C1)S(=O)(=O)C1=CC=CC=C1